4-Chloro-7-(4-{2-[4-({4-[4-(2,4-dioxo-1,3-diazinan-1-yl)-1H-indol-1-yl]piperidin-1-yl}methyl)piperidin-1-yl]pyrimidin-5-yl}piperidin-1-yl)-1H-indole-3-carbonitrile ClC1=C2C(=CNC2=C(C=C1)N1CCC(CC1)C=1C=NC(=NC1)N1CCC(CC1)CN1CCC(CC1)N1C=CC2=C(C=CC=C12)N1C(NC(CC1)=O)=O)C#N